N2-(3-fluorophenyl)-5-(1-methyl-1H-pyrazol-4-yl)-N4-(1,2,3,4-tetrahydroisoquinolin-7-yl)pyrimidine-2,4-diamine FC=1C=C(C=CC1)NC1=NC=C(C(=N1)NC1=CC=C2CCNCC2=C1)C=1C=NN(C1)C